2-(6-phenylpyridazin-3-yl)-2H-indazole-7-carboxamide C1(=CC=CC=C1)C1=CC=C(N=N1)N1N=C2C(=CC=CC2=C1)C(=O)N